C(C)(C)(C)C1CCN(CC1)C=1NC(C(=C(N1)C)C(=O)OCC)=O ethyl 2-(4-(tert-butyl) piperidin-1-yl)-4-methyl-6-oxo-1,6-dihydropyrimidine-5-carboxylate